C1=C(C=CC=2OC3=C(C21)C=CC=C3)C=3C=C(C=CC3)C3=NC=NC(=N3)C3=CC=CC=C3 4-(3-(dibenzo[b,d]furan-2-yl)phenyl)-6-phenyl-1,3,5-triazine